NC1=C(C=CC(=C1)OC)C=1C=C2C=CC(=CC2=C(C1O)O)O (R)-6-(2-amino-4-methoxyphenyl)-7,8-dihydroxynaphthalene-2-ol